4-((4-((5-methyl-1H-pyrazol-3-yl)amino)-6-(oxetan-3-yloxy)pyrimidin-2-yl)amino)adamantan-1-ol CC1=CC(=NN1)NC1=NC(=NC(=C1)OC1COC1)NC1C2CC3(CC(CC1C3)C2)O